C(C)(C)(C)OC(=O)N1C[C@@H](CCC1)N(C(=O)NCC1=C(C=C(C(=C1)F)OC(F)(F)F)F)C1CC1 (R)-3-(1-cyclopropyl-3-(2,5-difluoro-4-(trifluoromethoxy)benzyl)ureido)piperidine-1-carboxylic acid tert-butyl ester